(4-fluorophenyl)-2-(methylthio)-4-morpholinopyrimidine-5-carboxamide FC1=CC=C(C=C1)C1=C(C(=NC(=N1)SC)N1CCOCC1)C(=O)N